3-phenyl-2-(piperidin-4-ylmethyl)-2-azaspiro[3.4]octan-1-one C1(=CC=CC=C1)C1N(C(C12CCCC2)=O)CC2CCNCC2